N1(N=CC=C1)CCCCC[C@H]1SSCC1 (R)-1-(1H-pyrazol-1-yl)-5-(1,2-dithiolan-3-yl)pentane